N\C(\CC1CC2(CN(C2)C(=O)OC(C)(C)C)C1)=N/OC(=O)C1(CC1)C(F)(F)F tert-butyl 6-[(2Z)-2-amino-2-[1-(trifluoromethyl)cyclopropanecarbonyl]oxyimino-ethyl]-2-azaspiro[3.3]heptane-2-carboxylate